7-(3,5-dichlorophenyl)-N-[(4S)-3,4-dihydro-2H-chromen-4-yl]-3-isopropyl-6-methyl-pyrazolo[5,1-b][1,3]thiazole-2-carboxamide ClC=1C=C(C=C(C1)Cl)C=1C(=NN2C1SC(=C2C(C)C)C(=O)N[C@H]2CCOC1=CC=CC=C21)C